6-(imidazo[1,2-a]pyridin-8-yl)-6-methyl-5-oxo-5,6,7,8-tetrahydroquinolin N=1C=CN2C1C(=CC=C2)C2(C(C=1C=CC=NC1CC2)=O)C